C(C=CC1=CC=CC=C1)(=O)NCC(=O)N cinnamoyl-glycinamide